(Z)-3,7-Dimethyloct-3-ene C/C(/CC)=C/CCC(C)C